(S)-3-(benzyl-((R)-1-phenylethyl)amino)-3-(6-fluoro-2',6'-dimethylbiphenyl-3-yl)propanoic acid ethyl ester C(C)OC(C[C@@H](C=1C=C(C(=CC1)F)C1=C(C=CC=C1C)C)N([C@H](C)C1=CC=CC=C1)CC1=CC=CC=C1)=O